N-((6S,7S)-6-((2,3'-difluoro-[1,1'-biphenyl]-3-yl)methyl)-5-(2-hydroxy-2-methylpropanoyl)-5-azaspiro[2.4]heptan-7-yl)methanesulfonamide FC1=C(C=CC=C1C[C@@H]1N(CC2(CC2)[C@@H]1NS(=O)(=O)C)C(C(C)(C)O)=O)C1=CC(=CC=C1)F